ClC=1C=CC2=C(SC(=C2)C(C(=C)C2=CC=C(C=C2)OC)=O)C1 1-(6-chlorobenzo[b]thiophen-2-yl)-2-(4-methoxyphenyl)prop-2-en-1-one